C[C@H]1CN(C[C@H](N1)C)C1=CC=C(N=N1)C1=NC=C(C=C1O)C1=CC2=CN(N=C2C=C1)C 2-{6-[(3S,5R)-3,5-dimethylpiperazin-1-yl]pyridazin-3-yl}-5-(2-methyl-2H-indazol-5-yl)pyridin-3-ol